N1(CCCC1)CC1(CC1)CNC(=O)C1=CC2=C(S1)CCCCCC2 N-{[1-(Pyrrolidin-1-ylmethyl)cyclopropyl]methyl}-4H,5H,6H,7H,8H,9H-cycloocta[b]thiophene-2-carboxamide